(E)-1,5-dimethyl-1H-pyrrole-2-carbonitrile CN1C(=CC=C1C)C#N